3-((4-chlorophenyl)(methyl)amino)-4-phenyl-1H-pyrrole-2,5-dione ClC1=CC=C(C=C1)N(C=1C(NC(C1C1=CC=CC=C1)=O)=O)C